Methyl 4-[[8-(2-chlorophenyl)-7-(4-chlorophenyl)-1-[[(2,2-dimethylpropanoyl)oxy]methyl]-2,6-dioxopurin-3-yl]methyl]benzoate ClC1=C(C=CC=C1)C1=NC=2N(C(N(C(C2N1C1=CC=C(C=C1)Cl)=O)COC(C(C)(C)C)=O)=O)CC1=CC=C(C(=O)OC)C=C1